C(#N)C1=CC=C(C=C1)C=1N=C2C(=NC1)N=C(S2)C=2N=C1N(C=C(C(=C1)C(=O)N)C1=C(C=CC=C1)OC)C2 (6-(4-cyanophenyl)thiazolo[4,5-b]pyrazin-2-yl)-6-(2-methoxyphenyl)imidazo[1,2-a]pyridine-7-carboxamide